O=C1C(C(CC1)CC(=O)N)CCCCC 2-(3-oxo-2-pentylcyclopentyl)acetamide